3-(dodecyloxy)phenol C(CCCCCCCCCCC)OC=1C=C(C=CC1)O